1-(3-(4-amino-5-(7-methoxy-5-methylbenzothien-2-yl)-7H-pyrrolo[2,3-d]pyrimidin-7-yl)pyrrolidin-1-yl)prop-2-en-1-one 3,5-dimethyldec-5-en-1-yl-acetate CC(CCCC(=O)O)CC(=CCCCC)C.NC=1C2=C(N=CN1)N(C=C2C=2SC1=C(C2)C=C(C=C1OC)C)C1CN(CC1)C(C=C)=O